FCC=1C(NC(NC1)=O)=O 5-(fluoromethyl)pyrimidine-2,4(1H,3H)-dione